N-[(3S)-9-fluoro-2-oxo-5-phenyl-1,3-dihydro-1,4-benzodiazepin-3-yl]-2-(2-fluorophenyl)-6-(pyrazol-1-ylmethyl)-6,7-dihydro-5H-pyrazolo[5,1-b][1,3]oxazine-3-carboxamide FC1=CC=CC=2C(=N[C@@H](C(NC21)=O)NC(=O)C=2C(=NN1C2OCC(C1)CN1N=CC=C1)C1=C(C=CC=C1)F)C1=CC=CC=C1